5-amino-7-methyl-3,10-dihydro-2H-[1,4]dioxino[2,3-h]quinolin-9-one NC1=CC=2C(=CC(NC2C2=C1OCCO2)=O)C